4-chloro-7-methyl-7H-pyrrolo[2,3-d]Pyrimidine-6-carboxylic acid ethyl ester C(C)OC(=O)C1=CC2=C(N=CN=C2Cl)N1C